P(=O)(OOC(CCCCCCC)=O)(OC1=C(C=CC=C1)C)OC1=C(C=CC=C1)C n-octanoyloxy bis(2-tolyl) phosphate